normal-propanol C(CC)O